beta-D-galactopyranosyl-(1→4)-D-glucose [C@@H]1([C@H](O)[C@@H](O)[C@@H](O)[C@H](O1)CO)O[C@@H]([C@@H]([C@H](C=O)O)O)[C@H](O)CO